tert-butyl 2-{[4-(1-methylpiperidin-4-yl)phenyl]amino}-5H,6H,7H,8H-pyrido[3,4-d]pyrimidine-7-carboxylate CN1CCC(CC1)C1=CC=C(C=C1)NC=1N=CC2=C(N1)CN(CC2)C(=O)OC(C)(C)C